C(=O)O.C(=O)O.Cl.NC(=N)N Guanidine hydrochloride diformate